N-ethyl-N-((5-(2-((4-(trifluoromethyl)phenyl)amino)phenyl)-1,3,4-oxadiazol-2-yl)methyl)cyanamide C(C)N(C#N)CC=1OC(=NN1)C1=C(C=CC=C1)NC1=CC=C(C=C1)C(F)(F)F